C(C)(C)C=1C=C(C=CC1)C1=NN=C(O1)[C@H](C)N1C(OC2=C(C1=O)N=CC=C2OC)=O (S)-3-(1-(5-(3-isopropylphenyl)-1,3,4-oxadiazol-2-yl)ethyl)-8-methoxy-2H-pyrido[2,3-e][1,3]oxazine-2,4(3H)-dione